C(C)N1C(N(C(C2=CC(=CC=C12)S(=O)(=O)NC1(COCC1)C)=O)CC)=O 1,3-diethyl-N-(3-methyloxolan-3-yl)-2,4-dioxoquinazoline-6-sulfonamide